3-(4-((5-amino-6-fluoro-7-(8-methyl-2,3-dihydro-1H-pyrido[2,3-b][1,4]oxazin-7-yl)quinazolin-2-yl)amino)-1H-pyrazol-1-yl)-N-methylbicyclo[1.1.1]pentane-1-carboxamide NC1=C2C=NC(=NC2=CC(=C1F)C1=C(C2=C(OCCN2)N=C1)C)NC=1C=NN(C1)C12CC(C1)(C2)C(=O)NC